5-(3-nitrophenyl)-4H-1,2,4-triazole [N+](=O)([O-])C=1C=C(C=CC1)C=1NC=NN1